N,N,N',N'-tetra(cyclohexyl)urea C1(CCCCC1)N(C(=O)N(C1CCCCC1)C1CCCCC1)C1CCCCC1